C1(=CC=CC=C1)CCC(SCCCCCCC(=O)NC=1SC2=C(N1)C=CC=C2)=O S-(7-(benzo[d]thiazol-2-ylamino)-7-oxoheptyl) 3-phenylpropane-thioate